(2-chloro-6-cyclopropylpyrimidin-4-yl)carbamic acid tert-butyl ester C(C)(C)(C)OC(NC1=NC(=NC(=C1)C1CC1)Cl)=O